dichlorodi-tert-butyl-(4-dimethylaminophenyl)phosphorus palladium [Pd].ClP(C1=CC=C(C=C1)N(C)C)(C(C)(C)C)(C(C)(C)C)Cl